N1(CCCCC1)CC(=O)CC1=C(NC2=NC=CC=C21)C2=C(C=C(C=C2)C)C2=CC=CC=C2 1-(piperidin-1-yl)-3-(2-(5-methyl-[1,1'-biphenyl]-2-yl)-1H-pyrrolo[2,3-b]pyridin-3-yl)-acetone